C(C)(C)(C)OC(NC1C=C(OC2=C(C=C(C=C12)C)Br)SCC)=O (8-Bromo-2-(ethylsulfanyl)-6-methyl-4H-chromen-4-yl)carbamic acid tert-butyl ester